3-((1-((5-hydroxy-4-oxo-4H-pyran-2-yl)methyl)-1H-1,2,3-triazol-4-yl)methoxy)benzaldehyde OC=1C(C=C(OC1)CN1N=NC(=C1)COC=1C=C(C=O)C=CC1)=O